BrC(C(=O)O)(Cl)Cl bromo-dichloroacetic acid